CN(C)CC=1C=C(C(=O)N)C=CC1 3-((dimethylamino)methyl)benzamide